C1OCC12CN(C2)CCO 2-(2-Oxa-6-azaspiro[3.3]heptan-6-yl)ethan-1-ol